ClC1=C(C(=O)NCC(C)(F)F)C=C(C=C1F)[N+](=O)[O-] 2-chloro-N-(2,2-difluoropropyl)-3-fluoro-5-nitrobenzamide